NC([C@H](CCC(=O)OC(C)(C)C)N1C(C2=CC=C(C(=C2[C@H]1C)F)C1=NC=CC(=C1F)CO)=O)=O tert-butyl (S)-5-amino-4-((R)-4-fluoro-5-(3-fluoro-4-(hydroxymethyl) pyridin-2-yl)-3-methyl-1-oxoisoindolin-2-yl)-5-oxopentanoate